Azidoacetic Acid N(=[N+]=[N-])CC(=O)O